COC1=C(C=CC(=C1)S(=O)(=O)N1CCC(CC1)N1CCOCC1)NC1=CC(=C2C(=N1)NC=C2C#N)NCCC 6-((2-methoxy-4-((4-morpholinopiperidin-1-yl)sulfonyl)phenyl)amino)-4-(propylamino)-1H-pyrrolo[2,3-b]pyridine-3-carbonitrile